5-Chloro-2-fluoro-4-(6-methoxypyridin-3-yl)aniline ClC=1C(=CC(=C(N)C1)F)C=1C=NC(=CC1)OC